C(C)(C)C=1C=C(C=O)C=C(C1)C 3-isopropyl-5-methylbenzaldehyde